BrC=1C=C(C=CC1)C1=CC=C(O1)C=C1OC2=C(C1=O)C=C(C(=C2)C)C 2-[[5-(3-Bromophenyl)-2-furanyl]methylene]-5,6-dimethyl-3(2H)-benzofuranone